BrC1=C(C=CC(=C1)C=1SC2=C(N1)C=C(C(=C2)[N+](=O)[O-])C)O 2-Bromo-4-(5-methyl-6-nitrobenzo[d]thiazol-2-yl)phenol